FC(C(=O)O)(F)F.C1C(CC12CCNCC2)=O 7-azaspiro[3.5]nonan-2-one trifluoroacetate